CCCCCCCCCCCCCCCCCCOC[C@H](COP(=O)(O)OC[C@@H](C(=O)O)N)OC(=O)CCCCCCCCC/C=C\CCCCCCCC 1-octadecyl-2-(11Z-eicosenoyl)-glycero-3-phosphoserine